FC(S(=O)(=O)OC=1C(=CC2=C(C(OC3=CC(=C(C=C23)C)OC)(C)C)C1)C)(F)F 3-methoxy-2,6,6,9-tetramethyl-6H-benzo[c]chromen-8-yl trifluoromethanesulfonate